5-(2-ethoxy-4-(6-((2-(5-fluoro-2,7-dimethylbenzo[b]thiophen-3-yl)ethyl)amino)pyrimidin-4-yl)phenyl)isoxazol-3(2H)-one C(C)OC1=C(C=CC(=C1)C1=NC=NC(=C1)NCCC=1C2=C(SC1C)C(=CC(=C2)F)C)C2=CC(NO2)=O